(2-(1H-indol-3-yl)ethyl)-2-oxopiperidine-3-carboxamide N1C=C(C2=CC=CC=C12)CCN1C(C(CCC1)C(=O)N)=O